C(C)C=1N=C2N(C=C(C=C2)C=2C=NC(=NC2)CC(N2CCNCC2)=O)C1N(C=1SC(=C(N1)C1=CC=C(C=C1)F)C#N)C 2-((2-ethyl-6-(2-(2-oxo-2-(piperazin-1-yl)ethyl)pyrimidin-5-yl)imidazo[1,2-a]pyridin-3-yl)(methyl)amino)-4-(4-fluorophenyl)thiazole-5-carbonitrile